N=1N(N=CC1)C=1N=CC(=NC1)C(=O)O (E)-5-(2H-1,2,3-triazol-2-yl)pyrazine-2-carboxylic acid